(3R,4S)-tert-butyl 3-((6-(6-(2-hydroxypropan-2-yl)-7-methoxyimidazo[1,2-a]pyridin-3-yl)pyridin-2-yl)amino)-4-(trifluoromethyl)pyrrolidine-1-carboxylate OC(C)(C)C=1C(=CC=2N(C1)C(=CN2)C2=CC=CC(=N2)N[C@H]2CN(C[C@@H]2C(F)(F)F)C(=O)OC(C)(C)C)OC